COC=1C=C(N)C=C(C1)C=1OC(=NN1)C 3-methoxy-5-(5-methyl-1,3,4-oxadiazol-2-yl)aniline